C12(CC3CC(CC(C1)C3)C2)C=C(C(=O)O)C.C(C(=C)C)(=O)OC23CC1CC(CC(C2)C1)C3 1-adamantyl methacrylate (1-adamantyl methacrylate)